6-[(piperidin-4-yl)oxy]quinazolin-4-amine N1CCC(CC1)OC=1C=C2C(=NC=NC2=CC1)N